methylthiobutyl ether CSCCCCOCCCCSC